1-methylcyclopropane-1-carboxamide CC1(CC1)C(=O)N